NC1=NC=C(C(=C1C1=CC=C(C=C1)O)CC)C1=CC2=C(NC(=N2)C)C=C1 4-[2-amino-4-ethyl-5-(2-methyl-1H-benzimidazol-5-yl)-3-pyridinyl]phenol